CSC(N(CCCC)CCCC)=S di-n-butyl-dithiocarbamic acid methyl ester